CC(C(=O)O)CCCC.C(CCCCCCCCCCC)(=O)OC methyl dodecanoate (methyl caproate)